[SiH2]1[SiH2][SiH2][SiH2][SiH2][SiH2]1 cycloHexasilan